C(C)(=O)C=1C=C(C=C2C(N(C(=NC12)N1CCC(CC1)C)C)=O)C 8-acetyl-3,6-dimethyl-2-(4-methyl-1-piperidyl)quinazolin-4-one